[Si](C1=CC=CC=C1)(C1=CC=CC=C1)(C(C)(C)C)OC[C@@H]1[C@@H]2CC[C@H](CN1C=1C3=C(N=C(N1)Cl)C(=C(N=C3Cl)Cl)F)N2C(=O)OC(C)(C)C tert-butyl (1S,2S,5R)-2-(((tert-butyldiphenylsilyl)oxy)methyl)-3-(2,5,7-trichloro-8-fluoropyrido[4,3-d]pyrimidin-4-yl)-3,8-diazabicyclo[3.2.1]octane-8-carboxylate